COC(=O)C1=CC(=NN1C=1SC(=C(N1)Br)SC(C)C)C 1-(4-bromo-5-(isopropylthio)thiazol-2-yl)-3-methyl-1H-pyrazole-5-carboxylic acid methyl ester